BrC=1C=C2C=NN(C2=C(C1)C(=O)OC)CC1=CC=C(C=C1)C(F)(F)F methyl 5-bromo-1-(4-(trifluoromethyl) benzyl)-1H-indazole-7-carboxylate